benzyl (2-aminoethyl)carbamate HCl Cl.NCCNC(OCC1=CC=CC=C1)=O